COC=1C=C2CC/C(/C2=CC1)=C\CN1CCC1 1-[(E)-2-(5-Methoxy-1-indanylidene)ethyl]azetidine